4-[3-hydroxy-7-(2-trifluoromethoxy-phenyl)-quinolin-2-yl]-4-oxo-butyric acid ethyl ester C(C)OC(CCC(=O)C1=NC2=CC(=CC=C2C=C1O)C1=C(C=CC=C1)OC(F)(F)F)=O